(1-ethyl-3-methyl-1H-pyrazol-4-yl)boronic acid C(C)N1N=C(C(=C1)B(O)O)C